FC(C(=O)O)(F)F.FC=1C(=NC(=NC1)NC=1C=C2CCNC(C2=CC1)=O)NC=1C=CC2=C(NC(O2)=O)C1 5-(5-fluoro-2-(1-oxo-1,2,3,4-tetrahydroisoquinolin-6-ylamino)pyrimidin-4-ylamino)benzo[d]oxazol-2(3H)-one trifluoroacetate salt